BrC=1C2=C(C(N(C1)CCC=C)=O)NC(=C2C(=O)OCC)C ethyl 4-bromo-6-(but-3-en-1-yl)-2-methyl-7-oxo-6,7-dihydro-1H-pyrrolo[2,3-c]pyridine-3-carboxylate